N-(benzenesulfonyl)-6-(2,2-dimethylazetidin-1-yl)-4-fluoro-benzofuran-2-carboxamide C1(=CC=CC=C1)S(=O)(=O)NC(=O)C=1OC2=C(C1)C(=CC(=C2)N2C(CC2)(C)C)F